OCC(C)NC(=O)C=1OC(=NN1)C1=C(C=CC=C1)NC1=CC=C(C=C1)C(F)(F)F N-(1-hydroxypropan-2-yl)-5-(2-((4-(trifluoromethyl)phenyl)amino)phenyl)-1,3,4-oxadiazole-2-carboxamide